9'-hydroxy-1-methyl-spiro[indoline-2,3'-(3H)-naphtho(2,1-b)-1,4-oxazine] OC1=CC=C2C=CC=3OC4(C=NC3C2=C1)N(C1=CC=CC=C1C4)C